N[C@]1(CN(CC1)C1=C(C(=C(C=C1)F)C#N)CN1C2=NC=NC(=C2N=C1)N)C(=O)NC1CC1 (R)-3-amino-1-(2-((6-amino-9H-purin-9-yl)methyl)-3-cyano-4-fluorophenyl)-N-cyclopropylpyrrolidine-3-carboxamide